2-(2-oxopropoxy)propanoate O=C(COC(C(=O)[O-])C)C